[Si](C)(C)(C(C)(C)C)OCCO 2-{[tert-butyl(dimethyl)silyl]oxy}ethan-1-ol